CC1=C(C(=O)NC2(CC2)C2=C3C=CC=NC3=CC(=C2)C=2C=NN(C2)C)C=CC(=C1)COCC=1N=COC1 2-methyl-N-(1-(7-(1-methyl-1H-pyrazol-4-yl)quinolin-5-yl)cyclopropyl)-4-((oxazol-4-ylmethoxy)methyl)benzamide